C(C=C)(=O)N1[C@H](CN(CC1)C=1C2=C(N=C(N1)OC[C@H]1N(CCC1)C)CN(C2)C(=O)C2=CC=CC1=CC=CC(=C21)C)CC#N 2-((S)-1-acryloyl-4-(6-(8-methyl-1-naphthoyl)-2-(((S)-1-methylpyrrolidin-2-yl)methoxy)-6,7-dihydro-5H-pyrrolo[3,4-d]pyrimidin-4-yl)piperazin-2-yl)acetonitrile